(S)-N-(6-methyl-5-((1-methyl-6-((1-methyl-1H-pyrazol-4-yl)amino)-1H-pyrazolo[3,4-d]pyrimidin-3-yl)amino)pyridin-3-yl)-2-(2-methylpyrrolidin-1-yl)acetamide CC1=C(C=C(C=N1)NC(CN1[C@H](CCC1)C)=O)NC1=NN(C2=NC(=NC=C21)NC=2C=NN(C2)C)C